methyl 5-chloro-2-fluoro-4-(((5-(2,2,2-trifluoroethoxy)pyridin-2-yl)oxy) methyl)benzoate ClC=1C(=CC(=C(C(=O)OC)C1)F)COC1=NC=C(C=C1)OCC(F)(F)F